[4-[2-(2-amino-3-pyridyl)-5-phenyl-imidazo[4,5-b]pyridin-3-yl]phenyl]methanol NC1=NC=CC=C1C1=NC=2C(=NC(=CC2)C2=CC=CC=C2)N1C1=CC=C(C=C1)CO